NCC1COC2=C(O1)C=CC=C2N2CC(NCC2)CN 2-(aminomethyl)-5-(3-(aminomethyl)piperazin-1-yl)-2,3-dihydro-1,4-benzodioxine